F\C(=C/CN)\C(S(=O)(=O)C=1C=C(C=CC1)C)(F)F (Z)-3,4,4-trifluoro-4-(m-tolylsulfonyl)but-2-en-1-amine